FC(C1=NN(C(=C1)C(F)F)CC(=O)N1CCC(CC1)C1CN(OC=2C(C1)CC=CC2)C(=O)NC2CCCC1=CC=CC=C21)F 4-[1-[2-[3,5-bis(difluoromethyl)pyrazol-1-yl]acetyl]-4-piperidyl]-N-tetralin-1-yl-tetrahydrobenzoxazepine-2-carboxamide